2-amino-3-methyl-4-(trifluoromethyl)benzene-1-carbaldehyde NC1=C(C=CC(=C1C)C(F)(F)F)C=O